N1=CC=CC2=CC=C(N=C12)N 7-naphthyridin-amine